2-(2-cyanopropan-2-yl)benzonitrile C(#N)C(C)(C)C1=C(C#N)C=CC=C1